ClC1=C(C=CC=C1)C1=NNC2=CC=CC=C12 3-(2-chlorophenyl)-1H-indazol